n-octadecyl β-(4-hydroxy-3,5-di-tert-butylphenyl)propionate OC1=C(C=C(C=C1C(C)(C)C)CCC(=O)OCCCCCCCCCCCCCCCCCC)C(C)(C)C